2-(2-(4-amino-1,2,5-oxadiazol-3-yl)-1H-benzo[d]imidazol-1-yl)-N-(3-fluorophenyl)acetamide NC=1C(=NON1)C1=NC2=C(N1CC(=O)NC1=CC(=CC=C1)F)C=CC=C2